N-(2-hydroxy-2-(pyridin-3-yl)ethyl)-2-(2-(1-methylcyclopropyl)pyrimidin-5-yl)-N-propylacetamide OC(CN(C(CC=1C=NC(=NC1)C1(CC1)C)=O)CCC)C=1C=NC=CC1